BrC1=CC=C(C(=O)NC2=NNC3=CN=C(C=C32)C3=C(C=CC=C3OC)F)C=C1 4-bromo-N-(5-(2-fluoro-6-methoxyphenyl)-1H-pyrazolo[3,4-c]pyridin-3-yl)benzamide